8-benzyl-3-phenyl-8-azabicyclo[3.2.1]octan-3-amine C(C1=CC=CC=C1)N1C2CC(CC1CC2)(N)C2=CC=CC=C2